[N+](=O)([O-])C1=C(C=CC=C1)N1C(=CC=C1)\C=C/C=N/C(=NN)N N-{(1e,2Z)-3-[1-(2-nitrophenyl)-1H-pyrrol-2-yl]-allylidene}-aminoguanidine